CC(C[N+](C)(C)C)OC(=O)N carbamyl-β-methylcholine